(1S,2S)-2-fluoro-N-[3-(2-fluoro-6-methoxyphenyl)-1-[[2-(trimethylsilyl)ethoxy]methyl]pyrazolo[3,4-b]pyridin-6-yl]cyclopropane-1-carboxamide F[C@@H]1[C@@H](C1)C(=O)NC1=CC=C2C(=N1)N(N=C2C2=C(C=CC=C2OC)F)COCC[Si](C)(C)C